ClC1=C(C=C(C=C1)C(F)(F)F)CNC1CN(C1)C(=O)N1CC2(C1)CC(C2)C2=NN=C(N2)C2CC2 [3-[[2-chloro-5-(trifluoromethyl)phenyl]methylamino]azetidin-1-yl]-[6-(5-cyclopropyl-4H-1,2,4-triazol-3-yl)-2-azaspiro[3.3]heptan-2-yl]methanone